C(CCC(=O)O)(=O)O.NC1=C(C=2C[C@H]3C[C@H](CN([C@@H]3CC2S1)C)C(=O)N(C(=O)NCCN(C)C)CCC)C#N 1-{[(4aR,6R,8aR)-2-Amino-3-cyano-8-methyl-4,4a,5,6,7,8,8a,9-octahydrothieno[3,2-g]quinolin-6-yl]carbonyl}-3-[2-(dimethylamino)ethyl]-1-propylurea Monosuccinate Salt